NCCOCCN(S(=O)(=O)C1=C(C=CC=C1)[N+](=O)[O-])C N-(2-(2-Aminoethoxy)ethyl)-N-methyl-2-nitrobenzenesulfonamide